N1(N=CC=C1)[B-](N1N=CC=C1)(N1N=CC=C1)N1N=CC=C1.[Ir+3].FC1=CC=C(C(=C1)F)C1=NC=CC=C1.FC1=CC=C(C(=C1)F)C1=NC=CC=C1.N1(N=CC=C1)[B-](N1N=CC=C1)(N1N=CC=C1)N1N=CC=C1.N1(N=CC=C1)[B-](N1N=CC=C1)(N1N=CC=C1)N1N=CC=C1 bis(4,6-difluorophenylpyridine) iridium tetrakis(1-pyrazolyl)borate